6-bromo-1-ethyl-1,2,3,4-tetrahydroisoquinoline BrC=1C=C2CCNC(C2=CC1)CC